C(C)C1=CC2=C(C3=CC=CC=C3C(=C2C=C1)OC(C(C)C)=O)OC(C(C)C)=O 2-ethyl-9,10-bis(isobutyryloxy)anthracene